N-(4-bromothiazol-2-yl)-4-fluoro-2-((4-methylphenyl)sulfonamido)benzamide BrC=1N=C(SC1)NC(C1=C(C=C(C=C1)F)NS(=O)(=O)C1=CC=C(C=C1)C)=O